C12CN(CC(CC1)N2)C2=NC(=NC1=C(C(=C(C=C21)Cl)C2=CC=C(C1=C2N=C(S1)N)F)F)OC(CN1CCCCC1)C 4-(4-(3,8-diazabicyclo[3.2.1]octan-3-yl)-6-chloro-8-fluoro-2-((1-(piperidin-1-yl)propan-2-yl)-oxy)quinazolin-7-yl)-7-fluorobenzo[d]thiazol-2-amine